C(=O)O.C(=O)O.O=C1NCCC2=C1C=C(N2)C2=CC(=NC=C2)C=2C=C(C=CC2)N2CCN(CC2)C(=O)OC(C)(C)C tert-butyl 4-[3-[4-(4-oxo-1,5,6,7-tetrahydropyrrolo[3,2-c]pyridin-2-yl)-2-pyridyl]phenyl]piperazine-1-carboxylate, bisformic acid salt